N-(4-cyano-2-fluorophenyl)glycine [(2R,3S,11bR)-9,10-dimethoxy-3-(2-methylpropyl)-1H,2H,3H,4H,6H,7H,11bH-pyrido[2,1-a]isoquinolin-2-yl]methyl-3-nitropropanoate COC=1C=C2CCN3[C@@H](C2=CC1OC)C[C@H]([C@@H](C3)CC(C)C)CC(C(=O)O)C[N+](=O)[O-].C(#N)C3=CC(=C(C=C3)NCC(=O)O)F